COC1=CC=C(CN(C(=S)N)CC2=CC=C(C=C2)OC)C=C1 1,1-bis(4-methoxybenzyl)thiourea